C(C)O[Si](CCCC(CC1=NN=NN1)C1=NN=NN1)(OCC)OCC 1-[3-(triethoxysilyl)propyl]-5,5'-ethylenebis(1,2,3,4-tetrazole)